C1(=CC=CC=C1)P(=O)(C1=CC=CC=C1)C1=CC2=C(SC3=C2C=C(C=C3)P(=O)(C3=CC=CC=C3)C3=CC=CC=C3)C=C1 2,8-bis(diphenyl-phosphoryl)-dibenzo[b,d]thiophene